NC1=C(C2=C(N=CN=C2C2=CC=CC=C2)N1C1=C(C(=CC=C1C)O)C)C(=O)N 6-amino-7-(3-hydroxy-2,6-dimethylphenyl)-4-phenyl-7H-pyrrolo[2,3-d]pyrimidine-5-carboxamide